bis(methyl-phenyl)triphenylamine CC1=C(C=CC=C1)C=1C(=C(C=CC1)N(C1=CC=CC=C1)C1=CC=CC=C1)C1=C(C=CC=C1)C